C(=O)(OC(C)(C)C)N1CC(NCC1)CC N-Boc-3-ethylpiperazine